NC=1N=CC2=C(N1)C(N(CC2)C(=O)OC(C)(C)C)C tert-butyl 2-amino-8-methyl-5H,6H,7H,8H-pyrido[3,4-d]pyrimidine-7-carboxylate